6-[5-[2-[1-(6,7-dihydro-5H-pyrrolo[1,2-c]imidazol-1-yl)-2-ethoxy-2-oxo-ethyl]-7-fluoro-indazol-6-yl]-2-pyridinyl]-2,6-diazaspiro[3.3]-heptane-2-carboxylic acid tert-butyl ester C(C)(C)(C)OC(=O)N1CC2(C1)CN(C2)C2=NC=C(C=C2)C=2C=CC1=CN(N=C1C2F)C(C(=O)OCC)C2=C1N(C=N2)CCC1